(S)-2-(4-(2-ethyl-3-((4-(4-fluorophenyl)thiazol-2-yl)(methyl)amino)imidazo[1,2-a]pyridin-6-yl)piperidin-1-yl)-1-(3-hydroxypyrrolidin-1-yl)ethanone C(C)C=1N=C2N(C=C(C=C2)C2CCN(CC2)CC(=O)N2C[C@H](CC2)O)C1N(C)C=1SC=C(N1)C1=CC=C(C=C1)F